C(C)(SC1=CC=C(C=C1)C#C)=O S-(4-ethynylphenyl) ethanethioate